ClC1=C(C=2N=C(N=C(C2C=N1)OC(=O)N1C(CNCC1)CC#N)S(=O)C)F 7-chloro-8-fluoro-2-(methylsulfinyl)pyridino[4,3-d]pyrimidin-4-yl-2-(cyanomethyl)piperazine-1-carboxylate